2-Fluoro-1-methyl-4-(pyren-1-yl)pyridin-1-ium iodide [I-].FC1=[N+](C=CC(=C1)C1=CC=C2C=CC3=CC=CC4=CC=C1C2=C34)C